2-methyl-5-((5-methylpyridin-3-yl)methoxy)-N-(pyrrolidin-3-yl)benzofuran-3-carboxamide CC=1OC2=C(C1C(=O)NC1CNCC1)C=C(C=C2)OCC=2C=NC=C(C2)C